N[C@@H](C(=O)N)CCCCNC(=O)NC(COC(CO)CO)(COC(CO)CO)COC(CO)CO (R)-2-amino-6-(3-(1,3-bis((1,3-dihydroxypropan-2-yl)oxy)-2-(((1,3-dihydroxypropan-2-yl)oxy)methyl)propan-2-yl)ureido)hexanamide